[N+](=O)([O-])C1=CC=C(C(=O)OC2CCC(CC2)N2N=C(C=3C2=NC=NC3N)C3=CC=C(C=C3)OC3=C(C(=CC=C3)OC)F)C=C1 (1R,4R)-4-(4-amino-3-(4-(2-fluoro-3-methoxyphenoxy)phenyl)-1H-pyrazolo[3,4-d]pyrimidin-1-yl)cyclohexyl 4-nitrobenzoate